N=1C=2N(C=CC1N1CCC(CC1)=O)C1=C(N2)C=CC=C1 1-(benzo[4,5]imidazo[1,2-a]pyrimidin-2-yl)piperidin-4-one